6-chloro-2-methoxy-3-(pyrazol-1-yl)pyridine ClC1=CC=C(C(=N1)OC)N1N=CC=C1